BrC=1C=C2CN(C(C2=C(C1)F)=O)C(C)(C)C1CC1 5-bromo-2-(2-cyclopropylpropane-2-yl)-7-fluoroisoindol-1-one